ClC1=C(C(=CC=C1Cl)O)[C@H]1C[C@@H]2N(C(O[C@H]2C(CO)O)=O)C1 (1R,6R,7aS)-6-(2,3-dichloro-6-hydroxyphenyl)-1-(1,2-dihydroxyethyl)-tetrahydro-1H-pyrrolo[1,2-c][1,3]oxazol-3-one